C(C)(C)(C)OC(=O)N1CCN(CC1)C1=NC=NC(=C1[C@H](C)CC(=O)N(C)OC)I (R)-4-(6-iodo-5-(4-(methoxy(methyl)amino)-4-oxobutan-2-yl)pyrimidin-4-yl)piperazine-1-carboxylic acid tert-butyl ester